C(C)C=1C=C(C=C(C1O)CC)SC1=CC(=C(C(=C1)CC)O)CC Bis(3,5-diethyl-4-hydroxyphenyl) sulfide